BrC=1C(=NC(=CC1)C#CC(C)(S(=O)(=O)C)C)[C@H](CC1=CC(=CC(=C1)F)F)N (S)-1-(3-bromo-6-(3-methyl-3-(methylsulfonyl)but-1-yn-1-yl)pyridin-2-yl)-2-(3,5-difluorophenyl)ethan-1-amine